O1C=NC2=C1C=CC(=C2)OC2CC(C2)CO ((1r,3r)-3-(benzo[d]oxazol-5-yloxy)cyclobutyl)methanol